FC(CN1N=CC2=CC=C(C=C12)[C@@H]1[C@H](C1)C=1C=2N(N=C(C1)C=1C(NC(NC1)=O)=O)C=CN2)F 5-[8-[(1S,2S)-2-[1-(2,2-difluoroethyl)indazol-6-yl]cyclopropyl]imidazo[1,2-b]pyridazin-6-yl]-1H-pyrimidine-2,4-dione